(S)-4-(3-(5-chloro-2-methoxyphenyl)-1,4-oxazepan-4-yl)-6-methylpyrimidin-2-amine ClC=1C=CC(=C(C1)[C@H]1COCCCN1C1=NC(=NC(=C1)C)N)OC